C(#N)C=1C=C(C=C(C1)C)NC(OCC=1C=C2C(N(CC2=CC1)C1C(NC(CC1)=O)=O)=O)=O (2-(2,6-dioxopiperidin-3-yl)-3-oxoisoindolin-5-yl)methyl (3-cyano-5-methylphenyl)carbamate